ClC1=CC=C(C=C1)C1=C(C=NC2=CC=CC(=C12)F)S(=O)(=O)C=1C=C(C#N)C=CC1 3-((4-(4-chlorophenyl)-5-fluoroquinolin-3-yl)sulfonyl)benzonitrile